N-[5-(5-Cyclopentyl-4H-1,2,4-triazol-3-yl)-2-methylphenyl]pyrazolo[1,5-a]pyridine-3-carboxamide C1(CCCC1)C=1NC(=NN1)C=1C=CC(=C(C1)NC(=O)C=1C=NN2C1C=CC=C2)C